CO[C@@H]1CN(CC1)C1=CC=NC(=N1)C1=CC=CC=C1 6-((S)-3-methoxypyrrolidin-1-yl)-2-phenylpyrimidine